FCC1=CC=C(C=C1)C=1C=C(C(N(N1)C=1C=NN(C1)C)=O)C(=O)NC[C@@H](C(F)(F)F)O 6-[4-(Fluoromethyl)phenyl]-2-(1-methyl-1H-pyrazol-4-yl)-3-oxo-N-[(2S)-3,3,3-trifluoro-2-hydroxypropyl]-2,3-dihydropyridazine-4-carboxamide